tetrahydroPyrimidin-2(1H)-on N1C(NCCC1)=O